C(C)(C)(C)OC(=O)OC1=CC=C(C=C)C=C1 4-tert-butoxycarbonyloxystyrene